C[C@@H]1N([C@@H](CN(C1)C=1C2=C(N=C(N1)OCCCN1CCOCC1)CNCC2)C)C(=O)OC(C)(C)C tert-butyl (2S,6R)-2,6-dimethyl-4-(2-(3-morpholinopropoxy)-5,6,7,8-tetrahydropyrido[3,4-d]pyrimidin-4-yl)piperazine-1-carboxylate